BrC=1C(=CC(=C(C1)S(=O)(=O)CC(C(=O)NC1=CC=CC=C1)C1CCCCC1)F)Cl 3-((5-bromo-4-chloro-2-fluorophenyl)sulfonyl)-2-cyclohexyl-N-phenylpropanamide